Ethyl (2-(2-(4-((3-benzyl-1H-indol-5-yl)oxy)-3,5-dichlorophenyl)-hydrazineylidene)-2-cyanoacetyl)carbamate C(C1=CC=CC=C1)C1=CNC2=CC=C(C=C12)OC1=C(C=C(C=C1Cl)NN=C(C(=O)NC(OCC)=O)C#N)Cl